N1CC(CCC1)C=1NC2=C(N1)C=CC=C2 2-piperidin-3-ylbenzimidazole